tert-Butyl (3aR,6aS)-5-[[4-cyano-6-(5-fluoro-2-methyl-phenyl)pyridazin-3-yl]amino]-3,3a,4,5,6,6a-hexahydro-1H-cyclopenta[c]pyrrole-2-carboxylate C(#N)C1=C(N=NC(=C1)C1=C(C=CC(=C1)F)C)NC1C[C@@H]2[C@@H](CN(C2)C(=O)OC(C)(C)C)C1